trans-methyl 4-hydroxycyclohexanecarboxylate O[C@@H]1CC[C@H](CC1)C(=O)OC